glucoheptulose OCC(=O)[C@H](O)[C@@H](O)[C@H](O)[C@H](O)CO